FC(C1CCC(CC1)C(=O)O)F (1R,4R)-4-(difluoromethyl)cyclohexane-1-carboxylic acid